NC1=CC=C(C=N1)C1N(CC(CC1)C)C(C(=O)NC=1C=C(C(=NC1)NC(OC(C)(C)C)=O)CC)=O tert-Butyl N-[5-[[2-[2-(6-amino-3-pyridyl)-5-methyl-1-piperidyl]-2-oxo-acetyl]amino]-3-ethyl-2-pyridyl]carbamate